ClC1=CC(=NC(=N1)C(C)(F)F)N1N=C(C=2C=NC(=CC21)NC(C)=O)N2C[C@@](CC2)(C)N(C)C (S)-N-(1-(6-chloro-2-(1,1-difluoroethyl)pyrimidin-4-yl)-3-(3-(dimethylamino)-3-methylpyrrolidin-1-yl)-1H-pyrazolo[4,3-c]pyridin-6-yl)acetamide